C(C)O[Si](C=1SC(=CC1)[Si](OCC)(OCC)OCC)(OCC)OCC 2,5-bis(triethoxysilyl)thiophene